(R)-7-(6-(1-(2,2-difluoro-1-(4-fluorophenyl)propyl)-1H-pyrazol-4-yl)-5-methylpyridin-2-yl)-[1,2,4]triazolo[1,5-a]-pyridin-2-amine FC([C@@H](C1=CC=C(C=C1)F)N1N=CC(=C1)C1=C(C=CC(=N1)C1=CC=2N(C=C1)N=C(N2)N)C)(C)F